C(C)OC(CC(C)OC(C(O)C(O)C(=O)O)=O)=O tartaric acid mono-(4-ethoxy-4-oxo-butan-2-yl)ester